BrC1=CC=CC(=N1)OCC=1SC=C(N1)C(F)(F)F 2-(((6-bromopyridin-2-yl)oxy)methyl)-4-(trifluoromethyl)thiazole